ClC1=C(C=CC=C1)[C@H]1[C@H](CN(C1)CC(C)(F)F)C(=O)N1CCC(CC1)(C(=O)N[C@H](C)\C=C/S(=O)(=O)C)F 1-((3R,4R)-4-(2-chlorophenyl)-1-(2,2-difluoropropyl)pyrrolidine-3-carbonyl)-4-fluoro-N-((R,Z)-4-(methylsulfonyl)but-3-en-2-yl)piperidine-4-carboxamide